CN1N=CC(=C1)C=1C=C(C=2N(C1)N=CC2)O[C@H]2C[C@H](CC2)NC(C#CC)=O N-[(1S,3R)-3-[6-(1-methylpyrazol-4-yl)pyrazolo[1,5-a]pyridin-4-yl]oxycyclopentyl]but-2-ynamide